2'-chloro-4'-(2-(furan-2-yl)ethoxy)-4,5,5',6'-tetrahydro-2H-Spiro[furan-3,8'-pyrano[3,4-b]pyridine] ClC1=CC(=C2C(=N1)C1(OCC2)COCC1)OCCC=1OC=CC1